4-(1,1,3,3-tetramethylbutyl)-6-(2H-benzotriazol-2-yl)phenol CC(CC(C)(C)C)(C)C1=CC=C(C(=C1)N1N=C2C(=N1)C=CC=C2)O